(7R,8S,9S)-2,3-Dimethyl-8-hydroxy-7-methoxy-9-phenyl-7,8,9,10-tetrahydro-imidazo[1,2-h][1,7]naphthyridine CC=1N=C2N(C=CC=3[C@H]([C@H]([C@@H](NC23)C2=CC=CC=C2)O)OC)C1C